(S,E)-2-((2-((6-carbonyl-5-(trifluoromethyl)-1-((2-(trimethylsilyl)ethoxy)methyl)-1,6-Dihydropyridazin-4-yl)amino)propoxy)imino)acetic acid C(=O)=C1C(=C(C=NN1COCC[Si](C)(C)C)N[C@H](CO\N=C\C(=O)O)C)C(F)(F)F